F[C@H]1[C@@H](CCC1)N1N=CC(=C1)C=1C(=C(C=CC1)NC1=CC(=NC=C1OC)NC(=O)C1CC1)OC N-(4-((3-(1-((1R,2R)-2-fluorocyclopentyl)-1H-pyrazol-4-yl)-2-methoxyphenyl)amino)-5-methoxypyridin-2-yl)cyclopropanecarboxamide